COC1=CC=C(CN2N=CC=3C2=CN=CC3C3=NC(=NC(=C3)NC=3C=NC=C(C3)C)C3CCC(N(C3)C(C)=O)C)C=C1 1-(5-(4-(1-(4-methoxybenzyl)-1H-pyrazolo[3,4-c]pyridin-4-yl)-6-((5-methylpyridin-3-yl)amino)pyrimidin-2-yl)-2-methylpiperidin-1-yl)ethan-1-one